NC1=C(C=C(C=C1)NC1=NC=C2CCN(CC2=C1)C1=C(C2=C(OCCN2C(=O)OC(C)(C)C)N=C1)C)C tert-butyl 7-{7-[(4-amino-3-methylphenyl)amino]-1,2,3,4-tetrahydro-2,6-naphthyridin-2-yl}-8-methyl-1H,2H,3H-pyrido[2,3-b][1,4]oxazine-1-carboxylate